N-(5-(Tert-butyl)-1-methyl-1H-pyrazol-3-yl)-1-(imidazo[1,2-a]pyrazin-3-ylmethyl)indolin-6-carboxamid C(C)(C)(C)C1=CC(=NN1C)NC(=O)C1=CC=C2CCN(C2=C1)CC1=CN=C2N1C=CN=C2